C1(=CC=CC=2C3=CC=CC=C3NC12)CCP(O)(O)=O [2-(9H-carbazolyl)ethyl]phosphonic acid